(2,2-dimethylpiperazin-1-yl)methanone CC1(N(CCNC1)C=O)C